C1(=CC=CC2=CC=CC=C12)C1(C(=O)C=[S](C)(C)Br)CC=CC=C1 1-(naphthyl)benzoylmethylendimethyl-sulfur bromide